N-(4-chlorobenzyl)-1,7-diisobutyl-4-oxooctahydro-6H-3,6-methanopyrrolo[3,2-c]pyridine-6-carboxamide ClC1=CC=C(CNC(=O)C23C(C4C(C(N2)=O)C(CN4CC(C)C)C3)CC(C)C)C=C1